40-benzyl 1-(2,5-dioxopyrrolidin-1-yl) 14,27-dioxo-4,7,10,17,20,23-hexaoxa-13,26-diazatetracontane-1,40-dioate O=C(NCCOCCOCCOCCC(=O)ON1C(CCC1=O)=O)CCOCCOCCOCCNC(CCCCCCCCCCCCC(=O)OCC1=CC=CC=C1)=O